N-Boc-1-aminocyclopropylacetylene C(=O)(OC(C)(C)C)NC1(CC1)C#C